C(C1=CC=CC=C1)N\N=C\C1=NC2=C(C=CC=C2C=C1)NS(=O)(=O)C1=CC=C(C=C1)C(F)(F)F (E)-N-(2-((2-Benzylhydrazineylidene)methyl)quinolin-8-yl)-4-(trifluoromethyl)benzenesulfonamide